6-(1-(4-(6-Ethoxypyridin-2-yl)benzyl)-4-fluoro-1H-indol-7-carboxamido)spiro[3.3]heptan C(C)OC1=CC=CC(=N1)C1=CC=C(CN2C=CC3=C(C=CC(=C23)C(=O)NC2CC3(CCC3)C2)F)C=C1